CS(=O)(=O)OC1=CC=C(C=2COC(OCC21)C=2N=C(SC2)C2CCN(CC2)C(CN2N=C(C=C2C(F)F)C(F)F)=O)F 3-[2-(1-{[3,5-bis(difluoromethyl)-1H-pyrazol-1-yl] acetyl}piperidin-4-yl)-1,3-thiazol-4-yl]-9-fluoro-1,5-dihydro-2,4-benzodioxepin-6-yl methanesulfonate